FC1=C(C(=O)NC2=C(C=C(C=C2)SC)C(F)(F)F)C=CC=C1NC 2-fluoro-N-[2-trifluoromethyl-4-(methylthio)phenyl]-3-(methylamino)benzamide